4-(4-methylpiperazin-1-yl)pyridin CN1CCN(CC1)C1=CC=NC=C1